Cl.CN(C=1C=2C=CN=CC2C=CC1)[C@@H]1CNCC1 (S)-N-methyl-N-(pyrrolidin-3-yl)isoquinolin-5-amine hydrochloride